C(CCCCCCCCCCC)C(C(=O)O)O lauryl-glycolic acid